N-(6-chloropyridin-3-yl)-6-((tetrahydro-2H-pyran-4-yl)oxy)isoquinolin-1-amine ClC1=CC=C(C=N1)NC1=NC=CC2=CC(=CC=C12)OC1CCOCC1